CC=1N(N=C2C(=NN=C(C21)C)N2CCC(CC2)C(=O)N2CC1(CNC1)CC2)C2=CC=C(C=C2)C (1-(3,4-dimethyl-2-(p-tolyl)-2H-pyrazolo[3,4-d]pyridazin-7-yl)piperidin-4-yl)(2,6-diazaspiro[3.4]octan-6-yl)methanone